N,N-bis(salicylidene)ethylenediamine C1CCC2C(C1)OCCOCCOCCOC3CCCCC3OCCOCCOCCO2